N[C@H](C(=O)O)CC1=CC=C(C=C1)OCC1=CC=CC=C1 (2S)-2-amino-3-(4-benzyloxyphenyl)propanoic acid